1,1,2,2,3,3,4,4,4-Nonafluorobutan FC(C(C(C(F)(F)F)(F)F)(F)F)F